N1=CC(=CC=C1)CNC(=O)NC1=CC=C(C=C1)S(=O)(=O)N1CCN(CC1)C1=NC=CC(=C1)C(F)(F)F 1-(pyridin-3-ylmethyl)-3-(4-{4-[4-(trifluoromethyl)pyridin-2-yl]piperazine-1-sulfonyl}phenyl)urea